C(C)(C)(C)OC(=O)N1C(C2=C(C=CC=C2C1Br)Cl)=O bromo-7-chloro-1-oxoisoindoline-2-carboxylic acid tert-butyl ester